3-(2-(2-(1-methoxyethyl)pyridin-3-yl)-1-(2-((tetrahydro-2H-pyran-4-yl)oxy)ethyl)-5-(4,4,5,5-tetramethyl-1,3,2-dioxaborolan-2-yl)-1H-indol-3-yl)-2,2-dimethylpropan-1-ol COC(C)C1=NC=CC=C1C=1N(C2=CC=C(C=C2C1CC(CO)(C)C)B1OC(C(O1)(C)C)(C)C)CCOC1CCOCC1